9-iodo-7-((4-methoxybenzyl)oxyPhenyl)-6-methylnon-8-en-4-one IC=CC(C(CC(CCC)=O)C)C1=C(C=CC=C1)OCC1=CC=C(C=C1)OC